(R)-2-((1,4-dioxo-1,4-dihydronaphthalen-2-yl)amino)-3-phenyl-N-(3,5-dimethylphenyl)-propionamide O=C1C(=CC(C2=CC=CC=C12)=O)N[C@@H](C(=O)NC1=CC(=CC(=C1)C)C)CC1=CC=CC=C1